(S)-(1-(2-((1-(3,4,5-trimethoxyphenyl)-1H-imidazol-4-yl)amino)furo[3,2-d]pyrimidin-4-yl)pyrrolidin-2-yl)methanol COC=1C=C(C=C(C1OC)OC)N1C=NC(=C1)NC=1N=C(C2=C(N1)C=CO2)N2[C@@H](CCC2)CO